tert-butyl 4-(6-methoxy-5-((6-(pyridin-4-yl)-8,9-dihydroimidazo[1',2':1,6]pyrido[2,3]pyrimidin-2-yl)amino)pyridin-2-yl)piperazine-1-carboxylate COC1=C(C=CC(=N1)N1CCN(CC1)C(=O)OC(C)(C)C)NN1C=NC2=C(C1)N1C(C(=C2)C2=CC=NC=C2)=NCC1